C(/C=C/CO)O BUTENEDIOL